benzyl 1-[4-[(2,6-dioxo-3-piperidyl)amino]phenyl]piperidine-4-carboxylate O=C1NC(CCC1NC1=CC=C(C=C1)N1CCC(CC1)C(=O)OCC1=CC=CC=C1)=O